Ethane-1,2-diyl-d4 Bis(4-methylbenzenesulfonate) CC1=CC=C(C=C1)S(=O)(=O)OC(C([2H])([2H])OS(=O)(=O)C1=CC=C(C=C1)C)([2H])[2H]